triethanol di-isooctanoate C(CCCCC(C)C)(=O)O.C(CCCCC(C)C)(=O)O.C(C)O.C(C)O.C(C)O